BrC1=C2C=CNC2=CC(=C1OC=1C=C(C(N)=N)C=CC1)F 3-((4-bromo-6-fluoro-1H-indol-5-yl)oxy)benzimidamide